OC1=CC=C(C=C1)[C@H]1[C@@H](CNCC1)COC1=CC=C2CNC(C2=C1)=O 6-{[trans-4-(4-hydroxyphenyl)piperidin-3-yl]methoxy}isoindolin-1-one